OC1(CC(C1)N(C)CC=1N=C2N(C(C1)=O)C=CC=C2)C ((((1r,3r)-3-hydroxy-3-methylcyclobutyl)(methyl)amino)methyl)-4H-pyrido[1,2-a]pyrimidin-4-one